FC1=C(C[N@@+](CCOC(\C=C\C2=CC=C(C=C2)F)=O)(CCO)[O-])C=CC=C1 (S,E)-N-(2-Fluorobenzyl)-2-((3-(4-fluorophenyl)acryloyl)oxy)-N-(2-hydroxyethyl)ethan-1-amine oxide